(S)-5-chloro-N2-(7-(pyrrolidin-1-yl)-6,7,8,9-tetrahydro-5H-benzo[7]annulen-2-yl)-N4-(3-(pyrrolidin-1-ylsulfo)phenyl)pyrimidine-2,4-diamine ClC=1C(=NC(=NC1)NC=1C=CC2=C(CC[C@H](CC2)N2CCCC2)C1)NC1=CC(=CC=C1)S(=O)(=O)ON1CCCC1